1,1,3,5-Tetramethyl-1,3,5,5-tetraphenyltrisiloxan C[Si](O[Si](O[Si](C1=CC=CC=C1)(C1=CC=CC=C1)C)(C1=CC=CC=C1)C)(C1=CC=CC=C1)C